5-[3-(3,3-dimethylbutoxy)phenyl]-4-(2-vinylphenyl)thiazol-2-amine CC(CCOC=1C=C(C=CC1)C1=C(N=C(S1)N)C1=C(C=CC=C1)C=C)(C)C